COC1=CC=C(C=C1)C=1N=C(SC1)N1N=C(C=C1O)C (4-(4-methoxyphenyl)thiazol-2-yl)-3-methyl-1H-pyrazol-5-ol